NC(C(=O)[O-])CNC(=O)C1=CC2=NC=CC(=C2S1)C 2-amino-3-(7-methylthieno[3,2-b]pyridine-2-carboxamido)propanoate